FC1=CC(=CC2=C1N=C(O2)[C@H]2N(CCC1=C2N=CN1)C(=O)C1=CC=NN1C(F)F)F (S)-(4-(4,6-difluorobenzo[d]oxazol-2-yl)-6,7-dihydro-1H-imidazo[4,5-c]pyridin-5(4H)-yl)(1-(difluoromethyl)-1H-pyrazol-5-yl)methanone